[benzotriazol-1-yloxy(dimethylamino)methylene]-dimethyl-ammonium hexafluorophosphate F[P-](F)(F)(F)(F)F.N1(N=NC2=C1C=CC=C2)OC(N(C)C)=[N+](C)C